2-(2,3-difluorophenyl)-5-ethyltetrahydro-2H-pyran-2-ol FC1=C(C=CC=C1F)C1(OCC(CC1)CC)O